ClC1=C(N=C(N=N1)NC1=C(C=C2CCN(CC2=C1)C)OC)NC1=C(C=CC=C1)COC chloro-N3-(6-methoxy-2-methyl-1,2,3,4-tetrahydroisoquinolin-7-yl)-N5-(2-(methoxymethyl)phenyl)-1,2,4-triazine-3,5-diamine